C(C)(=O)OCCC(CN1C(C2=CC=CC=C2C1=O)=O)=O 4-(1,3-Dioxoisoindolin-2-yl)-3-oxobutyl acetate